O=C1NC(CC[C@@H]1N1C(C2=CC=C(C=C2C1)N1CCN(CC1)C1CN(C1)C1CCN(CC1)C(=O)OC(C)(C)C)=O)=O tert-butyl 4-[3-[4-[2-[(3S)-2,6-dioxo-3-piperidyl]-1-oxo-isoindolin-5-yl] piperazin-1-yl]azetidin-1-yl]piperidine-1-carboxylate